bis(diethylamino)methyl-(4-isopropenylphenyl)silane C(C)N(CC)C(N(CC)CC)[SiH2]C1=CC=C(C=C1)C(=C)C